BrC1=CN=C(C=2N1C=CN2)C=2SC1=C(N2)SC(=N1)N(C1CCNCC1)C 5-(5-Bromoimidazo[1,2-a]pyrazin-8-yl)-N-methyl-N-(piperidin-4-yl)[1,3]thiazolo[5,4-d][1,3]thiazol-2-amin